dithio-bis(ethyl 1H-imidazole-1-carboxylate) C(C)C=1N=C(N(C1)C(=O)[O-])SSC=1N(C=C(N1)CC)C(=O)[O-]